2-(((S)-3-fluoropyrrolidin-1-yl)methyl)-6-(3-((1r,3S)-3-methoxy-1-(4-methyl-4H-1,2,4-triazol-3-yl)cyclobutyl)phenyl)-4-(trifluoromethyl)-1,6-dihydro-7H-pyrrolo[2,3-c]pyridin-7-one F[C@@H]1CN(CC1)CC1=CC2=C(C(N(C=C2C(F)(F)F)C2=CC(=CC=C2)C2(CC(C2)OC)C2=NN=CN2C)=O)N1